(5β,6β)-3,7-dioxo-6-ethyl-cholane-24-oic acid ethyl ester C(C)OC(CC[C@@H](C)[C@H]1CC[C@H]2[C@@H]3C([C@H]([C@@H]4CC(CC[C@]4(C)[C@H]3CC[C@]12C)=O)CC)=O)=O